vinylpyridinesultam C(=C)C1N2C(=CC=C1)NS2(=O)=O